NC=1SC(=C(N1)C1=C(C=CC=C1)Cl)C 2-amino-4-(2-chlorophenyl)-5-methylthiazole